1,1'-Dimethyl-4,4'-bipyridinium C[N+]1=CC=C(C=C1)C1=CC=[N+](C=C1)C